C(C)C1CN(CCO1)C1=CC(=C(C(=N1)SCC)C(=O)NCC1=CC(=CC=C1)F)C 6-(2-Ethyl-morpholin-4-yl)-2-ethylsulfanyl-N-[(3-fluorophenyl)-methyl]-4-methyl-pyridine-3-carboxylic acid amide